C(CCC)C1(CS(C2=C(N(C1)C1=CC=C(C=C1)F)C=C(C(=C2)CSC(C(=O)O)(C)C)SC)(=O)=O)CC 2-(((3-Butyl-3-ethyl-5-(4-fluorophenyl)-7-(methylsulfanyl)-1,1-dioxo-2,3,4,5-tetrahydro-1,5-benzothiazepin-8-yl)methyl)thio)-2-methylpropanoic acid